OC=1N=CC=C2C=C(N(C(C12)=O)C1=CC=C(C=C1)C(F)(F)F)C 8-hydroxy-3-methyl-2-(4-(trifluoromethyl)phenyl)-2,7-naphthyridin-1(2H)-one